FC1(CCC2(CC(=NO2)C[C@@H]2[C@@H]([C@H]([C@H]([C@H](O2)CO)O)N2N=NC(=C2)C2=CC(=C(C(=C2)F)F)F)OC)CC1)F (2R,3R,4S,5R,6R)-6-((8,8-difluoro-1-oxa-2-azaspiro[4.5]dec-2-en-3-yl)methyl)-2-(hydroxymethyl)-5-methoxy-4-(4-(3,4,5-trifluorophenyl)-1H-1,2,3-triazol-1-yl)tetrahydro-2H-pyran-3-ol